CC1=CC=C(C=C1)N1C=NC=C1 1-(4-methylphenyl)imidazole